(S)-5-(3,5-difluorophenyl)-2-(3-fluorocyclobutyl)-2,5,6,7-tetrahydro-3H-pyrrolo[2,1-c][1,2,4]triazol-3-one FC=1C=C(C=C(C1)F)[C@@H]1CCC2=NN(C(N21)=O)C2CC(C2)F